C1(CC1)C1=NN(C=C1C1=CC=C2C(=N1)C=CN2C(C)C)[C@@H]2C[C@H](C2)CNC=2C=C1C(N(C(C1=CC2)=O)C2C(NC(CC2)=O)=O)=O 5-(((trans-3-(3-cyclopropyl-4-(1-isopropyl-1H-pyrrolo[3,2-b]pyridin-5-yl)-1H-pyrazol-1-yl)cyclobutyl)methyl)amino)-2-(2,6-dioxopiperidin-3-yl)isoindoline-1,3-dione